C1=C(C=CC2=CC=CC=C12)[NH-] beta-naphthylamide